C(C)(C)C1COC2(COC2)N1C(C=C)=O 1-(7-isopropyl-2,5-dioxa-8-azaspiro[3.4]oct-8-yl)prop-2-en-1-one